fluoro-1-undecanol FC(CCCCCCCCCC)O